FC1=CC=C2C=C(C=C(C2=C1C#C[Si](C(C)C)(C(C)C)C(C)C)C(=O)OC)OCOC methyl 7-fluoro-3-(methoxymethoxy)-8-(2-triisopropylsilylethynyl)naphthalene-1-carboxylate